C(C=C)(=O)N1[C@H](CN(CC1)C1=NC(=NC=2CC3(CCC12)C(=C(C1=CC=CC=C13)C)F)OC[C@]1(N(CCC1)C)C)CC#N 2-((2S)-1-acryloyl-4-(2'-(((S)-1,2-dimethylpyrrolidin-2-yl)methoxy)-2-fluoro-3-methyl-5',8'-dihydro-6'H-spiro[indene-1,7'-quinazolin]-4'-yl)piperazin-2-yl)acetonitrile